C(CCCCCCCCC(=O)O)(=O)O.CC(CCO)CCO 3-methyl-1,5-pentanediol sebacate